(rac)-Cis-N-(1-(2-fluorocyclopropyl)-2-oxo-1,2-dihydropyridin-3-yl)-7-isopropoxy-2-(1-methyl-2-oxabicyclo[2.1.1]hexan-4-yl)imidazo[1,2-a]pyrimidine-6-carboxamide FC1C(C1)N1C(C(=CC=C1)NC(=O)C=1C(=NC=2N(C1)C=C(N2)[C@@]21CO[C@@](C2)(C1)C)OC(C)C)=O